10-(phenyl)-9-anthraceneboronic acid C1(=CC=CC=C1)C1=C2C=CC=CC2=C(C2=CC=CC=C12)B(O)O